p-mercaptobenzoic acid SC1=CC=C(C(=O)O)C=C1